BrC=1C=C(C=2N(C1)C(=NC2)C(=O)OCC)F ethyl 6-bromo-8-fluoroimidazo[1,5-a]pyridine-3-carboxylate